C1(=CC=CC2=CC=CC=C12)CCC1=CC=CC2=CC=CC=C12 1,2-di(1-naphthyl)ethane